(S)-6-(5-bromo-1-(cis-4-hydroxy-4-methylcyclohexyl)-1H-benzo[d]imidazol-2-yl)-1-(3,4-difluorophenyl)piperidin-2-one BrC1=CC2=C(N(C(=N2)[C@@H]2CCCC(N2C2=CC(=C(C=C2)F)F)=O)C2CCC(CC2)(C)O)C=C1